3-(2-chloro-3-(1,4-benzodioxan-6-yl)anilino)-1-methylindazole-5-carbaldehyde ClC1=C(NC2=NN(C3=CC=C(C=C23)C=O)C)C=CC=C1C1=CC2=C(OCCO2)C=C1